N-(4'-((2-(1,1-difluoroethyl)-6-ethylpyrimidin-4-yl)amino)-6-((dimethylamino)methyl)-5-fluoro-[2,3'-bipyridin]-6'-yl)acetamide FC(C)(F)C1=NC(=CC(=N1)NC1=C(C=NC(=C1)NC(C)=O)C1=NC(=C(C=C1)F)CN(C)C)CC